3-(prop-2-yn-1-yloxy)aniline C(C#C)OC=1C=C(N)C=CC1